C[C@]12C3CC[C@@]4(C(=CCC4C3CC=C2C[C@@H](CC1)NC(CCCCCCCCC(=O)NO)=O)C=1C=NC=CC1)C N1-((3R,10R,13S)-10,13-dimethyl-17-(pyridin-3-yl)-2,3,4,7,8,9,10,11,12,13,14,15-dodecahydro-1H-cyclopenta[a]phenanthren-3-yl)-N10-hydroxydecanediamide